S1C(=NC2=C1C=CC=C2)CN(C)CN2C(OCC2)=S 3-[[1,3-benzothiazol-2-ylmethyl-(methyl)amino]methyl]-1,3-oxazolidine-2-thione